N[C@H](CN1CC(CCO1)C(=O)OC)C methyl 1-((S)-2-aminopropyl)-6-oxapiperidine-3-carboxylate